C1(CC1)C1=NC=NC(=C1C1=NC=C2C(=N1)N(N=C2)CC2=CC=C(C=C2)C=2N(C=C(N2)C(F)(F)F)CC(=O)N(C)C)OC 2-(2-(4-((6-(4-cyclopropyl-6-methoxypyrimidin-5-yl)-1H-pyrazolo[3,4-d]pyrimidin-1-yl)methyl)phenyl)-4-(trifluoromethyl)-1H-imidazol-1-yl)-N,N-dimethyl-acetamide